tert-butyl 8-methyl-7-[2-({1-[(1-methyl-1H-pyrazol-4-yl)methyl] piperidin-4-yl}amino)-5H,6H,7H,8H-pyrido[3,4-d]pyrimidin-7-yl]-1H,2H,3H-pyrido[2,3-b][1,4]oxazine-1-carboxylate CC1=C(C=NC=2OCCN(C21)C(=O)OC(C)(C)C)N2CC=1N=C(N=CC1CC2)NC2CCN(CC2)CC=2C=NN(C2)C